FC(C1=CC(=CC(=N1)C(=O)OC)C=C)(F)F methyl 6-(trifluoromethyl)-4-vinylpicolinate